2-(6-{5-chloro-2-[(oxan-4-yl)amino]pyrimidin-4-yl}-1-oxo-2,3-dihydro-1H-isoindol-2-yl)-N-(2-hydroxycyclohexyl)acetamide ClC=1C(=NC(=NC1)NC1CCOCC1)C1=CC=C2CN(C(C2=C1)=O)CC(=O)NC1C(CCCC1)O